N-[1-(oxetan-3-yl)-3-[(1S)-2,2,2-trifluoro-1-methyl-ethoxy]pyrazol-4-yl]formamide O1CC(C1)N1N=C(C(=C1)NC=O)O[C@H](C(F)(F)F)C